1-((2R,5R)-5-ethynyl-5-(hydroxymethyl)-2,5-dihydrofuran-2-yl)-2,4-dioxo-1,2,3,4-tetrahydropyrimidine-5-carbonitrile C(#C)[C@]1(C=C[C@@H](O1)N1C(NC(C(=C1)C#N)=O)=O)CO